6,6-bis[4-(dimethylamino)phenyl]fulvene CN(C1=CC=C(C=C1)C(=C1C=CC=C1)C1=CC=C(C=C1)N(C)C)C